O=C1NC(CCC1N1C(C2=CC=CC(=C2C1=O)N1CCC(CC1)N(C(OC(C)(C)C)=O)C)=O)=O 1-Tert-butyl N-[1-[2-(2,6-dioxo-3-piperidyl)-1,3-dioxo-isoindolin-4-yl]-4-piperidyl]-N-methyl-carbamate